2,4-diphosphaspiro[5.5]undecane C1PCPCC12CCCCC2